1,6-dimethyl-4-[4-(3-methyl-5-piperazin-1-yl-pyrazin-2-yl)-1-piperidyl]pyrazolo[3,4-b]pyridine CN1N=CC=2C1=NC(=CC2N2CCC(CC2)C2=NC=C(N=C2C)N2CCNCC2)C